F.[NH+]1=CC=CC=C1 pyridinium hydrogenfluoride